5-(tert-butyl)-2-(4,4-difluoropiperidin-1-yl)-6-methyl-N-(2-sulfamoylpyridin-4-yl)-nicotinamide C(C)(C)(C)C=1C(=NC(=C(C(=O)NC2=CC(=NC=C2)S(N)(=O)=O)C1)N1CCC(CC1)(F)F)C